7-amino-4-(trifluoromethyl)-1H-indole-3-carbonitrile NC=1C=CC(=C2C(=CNC12)C#N)C(F)(F)F